Oxonane O1CCCCCCCC1